tert-butyl ((3R)-1-(1-(1-(4-(2-cyano-5-methoxypyridin-3-yl)-1H-1,2,3-triazol-1-yl)ethyl)-2-oxo-1,2-dihydro pyridin-4-yl)piperidin-3-yl)(cyclobutylmethyl)carbamate C(#N)C1=NC=C(C=C1C=1N=NN(C1)C(C)N1C(C=C(C=C1)N1C[C@@H](CCC1)N(C(OC(C)(C)C)=O)CC1CCC1)=O)OC